C(C)(=O)C1=C(C2=C(N=C(N=C2)NC2=CC=C(C=N2)N2CCN(CC2)C(CCCCCCC(=O)NC2=C(C(=O)NC=3SC(=C(N3)C)C)C=CC=C2)=O)N(C1=O)C1CCCC1)C 2-(8-(4-(6-((6-acetyl-8-cyclopentyl-5-methyl-7-oxo-7,8-dihydropyrido[2,3-d]pyrimidin-2-yl)amino)pyridin-3-yl)piperazin-1-yl)-8-oxooctanamido)-N-(4,5-dimethylthiazol-2-yl)benzamide